2-bromo-1-(3-((2-bromophenyl)oxy)propoxy)-4-methylbenzene BrC1=C(C=CC(=C1)C)OCCCOC1=C(C=CC=C1)Br